(S)-2,3,4,5-tetrafluoro-6-(fluoromethyl)benzenesulfonic acid 4-((1-methylpyrrolidin-2-yl) methoxy)-7-(naphthalen-1-yl)-5,6,7,8-tetrahydropyrido[3,4-d]pyrimidin-2-yl ester CN1[C@@H](CCC1)COC=1C2=C(N=C(N1)OS(=O)(=O)C1=C(C(=C(C(=C1CF)F)F)F)F)CN(CC2)C2=CC=CC1=CC=CC=C21